FC(C=1C=CC(=NC1)C(=O)N1CCC(CC1)CCCCNC(=O)C1=CC=2C=NC=CC2N1)(F)F N-[4-(1-{[5-(trifluoromethyl)pyridin-2-yl]carbonyl}piperidin-4-yl)butyl]-1H-pyrrolo[3,2-c]pyridine-2-carboxamide